1-[(ethoxycarbonyl)oxy]ethyl (2R,3R,4S)-4-(benzo[d][1,3]dioxolan-5-yl)-1-[2-(dibutylamino)-2-oxoethyl]-2-(4-methoxyphenyl)pyrrolidine-3-carboxylate O1COC2=C1C=CC(=C2)[C@@H]2[C@H]([C@@H](N(C2)CC(=O)N(CCCC)CCCC)C2=CC=C(C=C2)OC)C(=O)OC(C)OC(=O)OCC